FC(C1=NN=C(O1)C1=CC=C(CN2N=NC(=C2)C=2C=C3NC(C4(NC3=CC2)CCNCC4)=O)C=C1)F 6'-(1-(4-(5-(difluoromethyl)-1,3,4-oxadiazol-2-yl)benzyl)-1H-1,2,3-triazol-4-yl)-1',4'-dihydro-3'H-spiro[piperidine-4,2'-quinoxalin]-3'-one